OC[C@@H]1CN(CCO1)C(=O)OCC1=CC=C(C=C1)[N+](=O)[O-] 4-nitrobenzyl (S)-2-(hydroxymethyl)morpholine-4-carboxylate